tert-butyl 3-(4,4,5,5-tetramethyl-1,3,2-dioxaborolan-2-yl)-1-oxa-8-azaspiro[4.5]dec-3-ene-8-carboxylate CC1(OB(OC1(C)C)C=1COC2(C1)CCN(CC2)C(=O)OC(C)(C)C)C